C(C1=CC=CC=C1)C=1N=NN(C1)CC1=C(N=NN1C)C1=CC=C(C(=N1)CC)O[C@@H]1C[C@H](CCC1)C(=O)O (1S,3S)-3-((6-(5-((4-benzyl-1H-1,2,3-triazol-1-yl)methyl)-1-methyl-1H-1,2,3-triazol-4-yl)-2-ethylpyridin-3-yl)oxy)cyclohexane-1-carboxylic acid